CNC=1C2=C(N(C(N1)=O)C1=NC=CC=C1C)N=C(C=C2)C(F)(F)F 4-(Methylamino)-1-(3-methylpyridin-2-yl)-7-(trifluoromethyl)pyrido[2,3-d]pyrimidin-2(1H)-one